(1H-pyrrol-1-yl)benzo[b]thiophene 1,1-dioxide N1(C=CC=C1)C1=CC2=C(S1(=O)=O)C=CC=C2